2-(2-Boc-hydrazino)-2-ethylbutyric acid C(=O)(OC(C)(C)C)NNC(C(=O)O)(CC)CC